2-nitrotoluene [N+](=O)([O-])C1=C(C)C=CC=C1